C1(CCCC1)CCC(=O)C=1C(OC(=CC1O)C)=O 3-(3-Cyclopentylpropionyl)-4-hydroxy-6-methyl-2H-pyran-2-one